C1(=CC=CC=C1)[C@H]1NCC[C@H](C1)NC(OC(C)(C)C)=O tert-Butyl ((2S,4R)-2-phenylpiperidin-4-yl)carbamate